(S)-1-cyano-N-(1-(3-(2-(trifluoromethyl)pyridin-4-yl)-1,2,4-oxadiazol-5-yl)ethyl)cyclopropane-1-carboxamide C(#N)C1(CC1)C(=O)N[C@@H](C)C1=NC(=NO1)C1=CC(=NC=C1)C(F)(F)F